BrC1=C(C(=C2C(N(C=NC2=C1)COCC[Si](C)(C)C)=O)F)Cl 7-bromo-6-chloro-5-fluoro-3-(2-trimethylsilylethoxymethyl)quinazolin-4-one